N-(3-(pyrrolidin-1-ylmethyl)-5-(trifluoromethyl)phenyl)indoline-6-carboxamide N1(CCCC1)CC=1C=C(C=C(C1)C(F)(F)F)NC(=O)C1=CC=C2CCNC2=C1